FC=1C=C(C=C(C1)F)[C@@H]1CCC2=NN(C(N21)=O)[C@@H]2C[C@H](C2)OC=2C=NC=C(C2)C(F)(F)F (5S)-5-(3,5-difluorophenyl)-2-(trans-3-{[5-(trifluoromethyl)pyridin-3-yl]oxy}cyclobutyl)-2,5,6,7-tetrahydro-3H-pyrrolo[2,1-c][1,2,4]triazol-3-one